(S)-4-(5-(oxetan-2-carboxamido)benzo[d]oxazol-2-yl)picolinic acid O1[C@@H](CC1)C(=O)NC=1C=CC2=C(N=C(O2)C2=CC(=NC=C2)C(=O)O)C1